(3S,4r,5R)-1-(3-fluorophenethyl)piperidine-3,4,5-triol FC=1C=C(CCN2C[C@@H](C([C@@H](C2)O)O)O)C=CC1